4-Hydroxy-4'-pentyloxy-chalcone OC1=CC=C(C=C1)\C=C\C(=O)C1=CC=C(C=C1)OCCCCC